methyl-3-(piperazin-1-yl)-N-(5-(trifluoromethyl)pyridin-2-yl)pyrazin-2-amine CC=1N=C(C(=NC1)NC1=NC=C(C=C1)C(F)(F)F)N1CCNCC1